CN(C=1C=CC2=C(OC(CN2C2=CC=C(C=C2)C(F)(F)F)CNC(C)=O)N1)C N-((6-(dimethylamino)-1-(4-(trifluoromethyl)phenyl)-2,3-dihydro-1H-pyrido[2,3-b][1,4]oxazin-3-yl)methyl)acetamide